C1(CC1)C1=NN(C(=C1C=1C2=C(C(N(C1)C)=O)NC(=C2)C(=O)NCC)C2CC2)C 4-(3,5-dicyclopropyl-1-methyl-1H-pyrazol-4-yl)-N-ethyl-6-methyl-7-oxo-6,7-dihydro-1H-pyrrolo[2,3-c]pyridin-2-carboxamide